cytidinoylcytidine [C@]1([C@H](O)[C@H](O)[C@@H](CO)O1)(N1C(=O)N=C(N)C=C1)C(=O)[C@@]1([C@H](O)[C@H](O)[C@@H](CO)O1)N1C(=O)N=C(N)C=C1